C(C)C=1C=C(C=CC1)C=1C=C2CCC(C(C2=CC1)NC(O[C@@H]1CN2CCC1CC2)=O)(C)C (S)-quinuclidin-3-yl (6-(3-ethylphenyl)-2,2-dimethyl-1,2,3,4-tetrahydronaphthalen-1-yl)carbamate